[NH4+].N1CCCCC1 piperidine ammonium salt